3-cyclopropyloxy-2-methyl-6-nitropyridine C1(CC1)OC=1C(=NC(=CC1)[N+](=O)[O-])C